2-(benzylthio)-5-bromothiazole C(C1=CC=CC=C1)SC=1SC(=CN1)Br